FC=1C=2N(C=C(C1)C1=CNC=3N=C(N=CC31)NCC3CCN(CC3)C)C=C(N2)C 5-(8-fluoro-2-methylimidazo[1,2-a]pyridin-6-yl)-N-((1-methylpiperidin-4-yl)methyl)-7H-pyrrolo[2,3-d]pyrimidin-2-amine